2,8-dimethyl-8-(trifluoromethyl)-7,8-dihydro-6H-pyrazolo[1,5-a]pyrrolo[2,3-e]pyrimidine-6-carboxylic acid tert-butyl ester C(C)(C)(C)OC(=O)N1CC(C2=C1C=NC=1N2N=C(C1)C)(C(F)(F)F)C